ClC=1C=C(C=CC1F)NC(N(CC(C)C)C(C)C1=CNC(C2=CC(=C(C=C12)F)F)=O)=O 3-(3-chloro-4-fluorophenyl)-1-(1-(6,7-difluoro-1-oxo-1,2-dihydroisoquinolin-4-yl)ethyl)-1-isobutyl-urea